(4R,5R)-2-(benzo[d]thiazol-2-yl)-4,5-diphenyl-4,5-dihydroxyoxazol S1C(=NC2=C1C=CC=C2)C=2O[C@]([C@](N2)(O)C2=CC=CC=C2)(O)C2=CC=CC=C2